CCCCCCCCCCCCC(C)O The molecule is a fatty alcohol that is tetradecane substituted by a hydroxy group at position 2. It has a role as a human metabolite. It is a secondary alcohol and a fatty alcohol. It derives from a hydride of a tetradecane.